7-bromo-9-[4-(trifluoromethyl)phenyl]-1,8-diazabicyclo[4.3.0]nona-2,4,6,8-tetraene BrC1=C2C=CC=CN2C(=N1)C1=CC=C(C=C1)C(F)(F)F